Methyl 3-(3-(4-isopropoxyphenoxy)azetidin-1-yl)-2-(1H-pyrrol-1-yl)benzoate C(C)(C)OC1=CC=C(OC2CN(C2)C=2C(=C(C(=O)OC)C=CC2)N2C=CC=C2)C=C1